N,N-diethyl-benzyl-amine C(C)N(CC)CC1=CC=CC=C1